C(#N)C=1C=C(C=CC1)N1N=CC(=C1[C@H](C)OC)C(=O)OCC ethyl 1-(3-cyanophenyl)-5-[(1S)-1-methoxyethyl]-1H-pyrazole-4-carboxylate